FC1(CC(NCC1)C1=C(CN2C(NC=3N=CNC3C2=O)=C=S)C=CC=C1)F (2-(4,4-difluoropiperidin-2-yl)benzyl)-2-thiocarbonyl-1,2,3,7-tetrahydro-6H-purin-6-one